(4-Aminobutan-2-yl)-5-(4-(trifluoromethyl)phenoxy)-2-naphthamide NCCC(C)C1=C(C=CC2=C(C=CC=C12)OC1=CC=C(C=C1)C(F)(F)F)C(=O)N